FC(C=1C=C(C=CC1)[C@@H](C)N)(C1CCN(CC1)C(C)C)F (R)-1-(3-(difluoro(1-isopropylpiperidin-4-yl)methyl)phenyl)ethan-1-amine